NCC(=O)N1C(C=2N(CC1)C(=C(N2)C2=CC(=C(C(=C2)F)C)F)NC2=CC=C(C=C2)F)(C)C 2-amino-1-(2-(3,5-difluoro-4-methylphenyl)-3-((4-fluorophenyl)amino)-8,8-dimethyl-5,6-dihydroimidazo[1,2-a]pyrazin-7(8H)-yl)ethan-1-one